N=S(=O)(C)C1=NC=C(C=C1)OC imino(5-methoxypyridin-2-yl)(methyl)-λ6-sulfanone